(1-methyl-1H-pyrazol-4-yl)-2-[4-(4-methyl-4H-1,2,4-triazol-3-yl)piperidin-1-yl]-3-(pyridazin-4-yl)benzonitrile CN1N=CC(=C1)C1=C(C(=C(C#N)C=C1)N1CCC(CC1)C1=NN=CN1C)C1=CN=NC=C1